4-(Bis(4-fluorophenyl)methyl)-3-(2-hydroxy-propan-2-yl)piperazine-1-carboxylic acid tert-butyl ester C(C)(C)(C)OC(=O)N1CC(N(CC1)C(C1=CC=C(C=C1)F)C1=CC=C(C=C1)F)C(C)(C)O